4-[5-[7-fluoro-6-(methoxymethoxy)-2-methyl-indazol-5-yl]pyrazolo[4,3-b]pyridin-2-yl]piperidine-1-carboxylic acid tert-butyl ester C(C)(C)(C)OC(=O)N1CCC(CC1)N1N=C2C(N=C(C=C2)C2=CC3=CN(N=C3C(=C2OCOC)F)C)=C1